ClC=1C=C2C(=NC=NC2=C(C1)C(F)(F)F)N[C@@H](C)C=1N(N=CN1)C1=NC=NC(=C1)C(F)F 6-chloro-N-[(1S)-1-[2-[6-(difluoromethyl)pyrimidin-4-yl]-1,2,4-triazol-3-yl]ethyl]-8-(trifluoromethyl)quinazolin-4-amine